(2R,6R)-2,6-bis(methoxymethyl)piperazine COC[C@@H]1N[C@H](CNC1)COC